CN1C(C(C2=C(C=CC=C12)C)=O)(C(=O)OC)C=C=C Methyl 1,4-dimethyl-3-oxo-2-(propa-1,2-dien-1-yl)indoline-2-carboxylate